2-ethoxybenzimidazole-4-carboxylic acid methyl ester COC(=O)C1=CC=CC=2N=C(NC21)OCC